S(=O)(=O)(O)OOS(=O)(=O)[O-].C(CCC)[N+](CCCC)(CCCC)CCCC tetrabutylammonium hydrogen monopersulfate